(R)-6-(6-oxa-1-azaspiro[3.3]heptan-1-ylmethyl)-2-(3-(3-(fluoro(4-methyl-4H-1,2,4-triazol-3-yl)methyl)oxetan-3-yl)phenyl)-4-(trifluoromethyl)isoindolin-1-one N1(CCC12COC2)CC2=CC(=C1CN(C(C1=C2)=O)C2=CC(=CC=C2)C2(COC2)[C@H](C2=NN=CN2C)F)C(F)(F)F